N-(1-(5-(3-cyano-6-methoxypyrazolo[1,5-a]pyridin-4-yl)pyrazin-2-yl)-4-methylpiperidin-4-yl)-5-fluoro-2-(trifluoromethyl)benzamide C(#N)C=1C=NN2C1C(=CC(=C2)OC)C=2N=CC(=NC2)N2CCC(CC2)(C)NC(C2=C(C=CC(=C2)F)C(F)(F)F)=O